FCCOC1=C(C=CC(=C1)S(=O)(=O)C)NCC#CC=1N(C=2C=CC=C(C2C1)NC1CCC(CC1)N1CC2(COC2)C1)CC(F)(F)F 2-(3-{[2-(2-fluoroethoxy)-4-methanesulfonylphenyl]amino}prop-1-yn-1-yl)-N-[(1S,4S)-4-{2-oxa-6-azaspiro[3.3]heptan-6-yl}cyclohexyl]-1-(2,2,2-trifluoroethyl)-1H-indol-4-amine